C(C=C)(=O)O.C(C=C)#N acrylonitrile, acrylic acid salt